2-chloro-1-(3,7,11,15-tetramethylhexadecyl)pyridin-1-ium trifluoromethanesulfonate FC(S(=O)(=O)[O-])(F)F.ClC1=[N+](C=CC=C1)CCC(CCCC(CCCC(CCCC(C)C)C)C)C